2-amino-3-bromo-4-methyl-5-nitrobenzoic acid NC1=C(C(=O)O)C=C(C(=C1Br)C)[N+](=O)[O-]